FC(C=1C=C(C=C(C1)C(F)(F)F)C1=NN(C=N1)C1=C(N=CN1C)N)(F)F 5-(3-(3,5-bis(trifluoromethyl)phenyl)-1H-1,2,4-triazol-1-yl)-1-methyl-1H-imidazol-4-amine